Tetrahydro-2-isobutyl-4-methylpyran-4-ol C(C(C)C)C1OCCC(C1)(O)C